C(CCC)C1=CC=C(C=C1)C1=CC=C(C=C1)C#CC1=CC(=C(N)C=C1F)F 4-[2-[4-(4-butylphenyl)phenyl]ethynyl]-2,5-difluoro-aniline